trans-rac-tert-butyl (3-hydroxy-3-(methoxymethyl)tetrahydro-2H-pyran-4-yl)carbamate O[C@@]1(COCC[C@H]1NC(OC(C)(C)C)=O)COC |r|